1-(6-chloropyridin-3-ylmethyl)-N-nitroimidazolidin-2-ylamine ClC1=CC=C(C=N1)CN1C(NCC1)N[N+](=O)[O-]